ClC1=NC=C(C=N1)NC(N(CC1=NNC(=C1)C(F)(F)F)C=1C=NC(=NC1)OC)=O (2-Chloropyrimidin-5-yl)-1-(2-methoxypyrimidin-5-yl)-1-((5-(trifluoromethyl)-1H-pyrazol-3-yl)methyl)urea